N-((5-chloro-6-(2-(thiazol-4-yl)ethyl)-1H-indol-2-yl)methyl)azetidine-1-carboxamide ClC=1C=C2C=C(NC2=CC1CCC=1N=CSC1)CNC(=O)N1CCC1